6-chloro-2-[(1S,2R)-2-(6-fluoro-2,3-dimethylphenyl)-1-(5-oxo-4,5-dihydro-1,3,4-oxadiazol-2-yl)propyl]-4-[(oxolan-3-yl)methyl]-3,4-dihydro-2H-1λ6,2,4-benzothiadiazine-1,1-dione ClC=1C=CC2=C(N(CN(S2(=O)=O)[C@@H]([C@H](C)C2=C(C(=CC=C2F)C)C)C=2OC(NN2)=O)CC2COCC2)C1